N-(2-methoxybenzyl)-1-(2,5-dimethoxy-3,4-dimethylphenyl)-2-aminoethane COC1=C(CNCCC2=C(C(=C(C(=C2)OC)C)C)OC)C=CC=C1